isopropyl (R)-2-(1-((4'-(1,1,1,3,3,3-hexafluoro-2-hydroxypropan-2-yl)-[1,1'-biphenyl]-4-yl)methyl)-4-(pyridin-4-ylmethyl)piperazin-2-yl)acetate FC(C(C(F)(F)F)(O)C1=CC=C(C=C1)C1=CC=C(C=C1)CN1[C@@H](CN(CC1)CC1=CC=NC=C1)CC(=O)OC(C)C)(F)F